L-fucose diphosphate OP(O)(=O)OP(=O)(O)O.O=C[C@@H](O)[C@H](O)[C@H](O)[C@@H](O)C